N=1N=CN2C1CCCC2 5,6,7,8-tetrahydro[1,2,4]triazolo[4,3-a]pyridin